Cl.ClC1=C(C=CC(=C1)C(F)(F)F)C=1OC2=C(C(=CC(=C2C(C1)=O)O)O)C1C(N(CC1)C)CO (2-Chloro-4-trifluoromethyl-phenyl)-5,7-dihydroxy-8-(2-hydroxymethyl-1-methyl-pyrrolidin-3-yl)-chromen-4-one hydrochloride